ClC1=C(C(=NC(=N1)CO)N1CCC(CC1)OC=1C=C2C(CCOC2=CC1)=O)C 6-((1-(6-chloro-2-(hydroxymethyl)-5-methylpyrimidin-4-yl)piperidin-4-yl)oxy)chroman-4-one